anilin-2,3,4,5,6-d5 NC1=C(C(=C(C(=C1[2H])[2H])[2H])[2H])[2H]